trans-N-(5-(3-(benzyloxy)-7'-fluoro-3'-methyl-2'-oxo-2',3'-dihydro-spiro[cyclobutan-1,1'-pyrrolo[2,3-c]quinolin]-8'-yl)-2-(2-(isopropylamino)ethoxy)pyridin-3-yl)methanesulfonamide C(C1=CC=CC=C1)OC1CC2(C(N(C=3C=NC=4C=C(C(=CC4C32)C=3C=C(C(=NC3)OCCNC(C)C)NS(=O)(=O)C)F)C)=O)C1